O1CC=CN=CC=C(C=CC=C1)C=O oxa[5]azacyclododecine-8-carbaldehyde